(S)-2-((S)-3,3-dimethyl-2-(2,2,2-trifluoroacetamido)butanamido)-3-(1-fluorocyclopropyl)propanoic acid CC([C@@H](C(=O)N[C@H](C(=O)O)CC1(CC1)F)NC(C(F)(F)F)=O)(C)C